COC(=O)[C@H]1[C@@H](C1)C(=O)O |r| (±)-trans-2-(methoxycarbonyl)cyclopropane-1-carboxylic acid